C(C)OC=1C=CC(=C(C1)O)C1=C(C=NO1)C1=CC=C(C=C1)OC 5-ethoxy-2-[4-(4-methoxyphenyl)-1,2-oxazol-5-yl]phenol